8-(3-(4-methoxyphenyl)-2-(4,4,5,5-tetramethyl-1,3,2-dioxaborolan-2-yl)bicyclo[1.1.1]pentan-1-yl)-1,3,7-trimethyl-3,7-dihydro-1H-purine-2,6-dione COC1=CC=C(C=C1)C12C(C(C1)(C2)C2=NC=1N(C(N(C(C1N2C)=O)C)=O)C)B2OC(C(O2)(C)C)(C)C